3-(1-(3-(7-fluorobenzofuran-5-yl)-6-((2,2,2-trifluoroethoxy)methyl)pyrazin-2-yl)piperidin-4-yl)-1,2,4-thiadiazol-5(4H)-one FC1=CC(=CC=2C=COC21)C=2C(=NC(=CN2)COCC(F)(F)F)N2CCC(CC2)C2=NSC(N2)=O